F[C@@H]1[C@H](CN(C1)C=1N(C=CN1)C)N (3S,4S)-4-fluoro-1-(1-methyl-1H-imidazol-2-yl)pyrrolidin-3-amine